FC=C(F)F tri-fluoroethylen